KALIUM-CERIUM [Ce].[K]